tert-butyl (R)-4-(2-bromo-5-methyl-7-oxo-4,7-dihydro-[1,2,4]triazolo[1,5-a]pyrimidin-6-yl)-2-methylpiperazine-1-carboxylate BrC1=NN2C(NC(=C(C2=O)N2C[C@H](N(CC2)C(=O)OC(C)(C)C)C)C)=N1